P(OC)(OC)O DiMethyl Hydrogen Phosphite